4-[1-(Pyridin-4-yl)ethyl]benzoic acid N1=CC=C(C=C1)C(C)C1=CC=C(C(=O)O)C=C1